iodomethyldimethylsilane IC[SiH](C)C